Benzyl (2s)-2-amino-3-(3-(methylsulfonyl)phenyl)propanoate hydrochloride Cl.N[C@H](C(=O)OCC1=CC=CC=C1)CC1=CC(=CC=C1)S(=O)(=O)C